[(1r,4r)-4-(difluoromethyl)-4-methoxycyclohexyl]-8-azabicyclo[3.2.1]octane-3-carboxamide FC(C1(CCC(CC1)C12CC(CC(CC1)N2)C(=O)N)OC)F